CN(CCCOC1=CC=C(C=N1)C1N(N2C=NC=3C=CC=CC3C2=C1C1CCOCC1)C)C (6-(3-(dimethylamino)propoxy)pyridine-3-yl)-3-methyl-1-(tetrahydro-2H-pyran-4-yl)pyrazolo[1,5-c]-Quinazolin